methyl (3R)-3-[[(5R)-3-(3,5-difluorophenyl)-5-methyl-4H-isoxazole-5-carbonyl]amino]-2,3-dihydrofuran-5-carboxylate FC=1C=C(C=C(C1)F)C1=NO[C@](C1)(C(=O)N[C@H]1COC(=C1)C(=O)OC)C